1-Bromodecan BrCCCCCCCCCC